C(C1=CC=CC=C1)OC=1C=CC2=C(C(=C(O2)C)C(=O)NC2C[C@H]3CC[C@@H](C2)N3)C1 5-(benzyloxy)-N-((1R,3s,5S)-8-azabicyclo[3.2.1]octan-3-yl)-2-methylbenzofuran-3-carboxamide